butyldiphenyl-styrene C(CCC)C(=C(C1=CC=CC=C1)C1=CC=CC=C1)C1=CC=CC=C1